N-(2-methyl-1-{[2-(trimethylsilyl)ethoxy]methyl}pyrrolo[3,2-c]pyridin-6-yl)-5-[1-(oxan-2-yl)pyrazol-4-yl]pyridine-2-carboxamide CC1=CC=2C=NC(=CC2N1COCC[Si](C)(C)C)NC(=O)C1=NC=C(C=C1)C=1C=NN(C1)C1OCCCC1